N-(5-methyl-1H-indazol-4-yl)-2-[[1-[(3R)-1-propanoylpyrrolidin-3-yl]pyrazol-3-yl]amino]thiazole-5-carboxamide CC=1C(=C2C=NNC2=CC1)NC(=O)C1=CN=C(S1)NC1=NN(C=C1)[C@H]1CN(CC1)C(CC)=O